FC(C1=CC=C(C=N1)N1N=CC(=C1)C12CC(C1)(C2)N)(F)F 3-(1-(6-(trifluoromethyl)pyridin-3-yl)-1H-pyrazol-4-yl)bicyclo[1.1.1]pentan-1-amine